ClC1=CC=CC(=N1)OCC1=C(C=C(C#N)C=C1)C=O 4-[(6-chloro-2-pyridinyl)oxymethyl]-3-formyl-benzonitrile